N-((1r,4r)-4-(4-iso-propylpiperazin-1-yl)cyclohexyl)-3-methyl-1-neopentyl-1H-thieno[2,3-c]pyrazole-5-carboxamide C(C)(C)N1CCN(CC1)C1CCC(CC1)NC(=O)C1=CC2=C(N(N=C2C)CC(C)(C)C)S1